2-diethylamino-ethanesulfonic acid (4-{5-amino-6-[1-(2,6-dichloro-3-fluoro-phenyl)-ethoxy]-pyrazin-2-yl}-phenyl)-amide NC=1N=CC(=NC1OC(C)C1=C(C(=CC=C1Cl)F)Cl)C1=CC=C(C=C1)NS(=O)(=O)CCN(CC)CC